O[C@]1(CN(CC1)C=1C=C(C=NC1)B(O)O)C (R)-(5-(3-hydroxy-3-methylpyrrolidin-1-yl)pyridin-3-yl)boronic acid